C(C)N1CCN(CC1)CC=1C(=CC(=NC1)C(=O)O)C(F)(F)F 5-((4-ethylpiperazin-1-yl)methyl)-4-(trifluoromethyl)picolinic acid